3-((S)-6'-CHLORO-5-(HEX-5-EN-1-YL)-3',4,4',5-TETRAHYDRO-2H,2'H-SPIRO[BENZO[B][1,4]OXAZEPINE-3,1'-NAPHTHALEN]-7-YL)-3-HYDROXY-4-METHOXY-4-OXOBUTANOIC ACID ClC=1C=C2CCC[C@]3(C2=CC1)CN(C1=C(OC3)C=CC(=C1)C(CC(=O)O)(C(=O)OC)O)CCCCC=C